FC1=C(CN2C=NN(C2=O)C2=CC(=C(OC3=C(C(=NO3)C(=O)N)C)C=C2)F)C(=CC=C1)F 5-(4-(4-(2,6-difluorobenzyl)-5-oxo-4,5-dihydro-1H-1,2,4-triazol-1-yl)-2-fluorophenoxy)-4-methylisoxazole-3-carboxamide